FC(OC1=C(C=C(C=C1)N1N=C(C(C1=O)C(=O)[O-])C)C1=NC=CC=C1)F 1-[4-(difluoromethoxy)-3-(2-pyridyl) phenyl]-3-methyl-5-oxo-4H-pyrazole-4-carboxylate